7-((4-chloro-3-fluorobenzyl)oxy)-3,4-dihydroisoquinoline-2(1H)-carboxylic acid tert-butyl ester C(C)(C)(C)OC(=O)N1CC2=CC(=CC=C2CC1)OCC1=CC(=C(C=C1)Cl)F